(3R)-3-methyl-4-[7-(1-methyl-1H-pyrazol-5-yl)-3-[1-(oxan-2-yl)-1H-pyrazol-5-yl]-[1,2]thiazolo[4,5-b]pyridin-5-yl]morpholine C[C@H]1N(CCOC1)C1=CC(=C2C(=N1)C(=NS2)C2=CC=NN2C2OCCCC2)C2=CC=NN2C